3-chloro-4-hydroxyl-5-methylbenzaldehyde ClC=1C=C(C=O)C=C(C1O)C